CN(C)CC1=NC=C(C=C1)C1=CC2=C(CC3=C2NN=C3C3=CC=C2C=NN(C2=C3)C)S1 N,N-dimethyl-1-(5-(3-(1-methyl-1H-indazol-6-yl)-1,4-dihydrothieno[2',3':4,5]cyclopenta[1,2-c]pyrazol-6-yl)pyridin-2-yl)methylamine